2-[1-(2-chlorophenyl)-1H-pyrazol-4-yl]-N-propyl-N-[(3S)-pyrrolidin-3-yl]-1,3-thiazole-4-carboxamide ClC1=C(C=CC=C1)N1N=CC(=C1)C=1SC=C(N1)C(=O)N([C@@H]1CNCC1)CCC